NC1=C2N=CN(C2=NC=N1)C[C@@H](C)OCP(OCCOCCCCCCCCCCCCCC1=C(C(=C(C(=C1F)F)F)F)F)(O)=O 2-((13-(perfluorophenyl)tridecyl)oxy)ethyl hydrogen ((((R)-1-(6-amino-9H-purin-9-yl)propan-2-yl)oxy)methyl)phosphonate